NC1=NC=NC=2N(C3=C(C=C(C=C3C21)C=2C=NC(=CC2)C(F)(F)F)C)CC(=O)N2[C@@H]1C[C@@H]1C[C@H]2C(=O)NC2=NC(=CC=C2)Br (1R,3S,5R)-2-(2-(4-amino-8-methyl-6-(6-(trifluoromethyl)pyridin-3-yl)-9H-pyrimido[4,5-b]indol-9-yl)acetyl)-N-(6-bromopyridin-2-yl)-2-azabicyclo[3.1.0]hexane-3-carboxamide